tert-butyl [(2S)-2-amino-2-phenylethyl]carbamate N[C@H](CNC(OC(C)(C)C)=O)C1=CC=CC=C1